ClC=1C=C(C=2N=CN=C(C2N1)N[C@@H]1CN(CCC1(F)F)C(=O)OC(C)(C)C)C(=O)OC tert-butyl (3R)-3-[[6-chloro-8-(methoxycarbonyl) pyrido[3,2-d]pyrimidin-4-yl] amino]-4,4-difluoropiperidine-1-carboxylate